4-(2-acryloyloxyethoxy)-4'-cyanobiphenyl C(C=C)(=O)OCCOC1=CC=C(C=C1)C1=CC=C(C=C1)C#N